[N+](=[N-])=CC(CC[C@@H](C(=O)OC)NC([C@H](C)S(=O)(=O)C)=O)=O methyl (S)-6-diazo-2-((S)-2-(methylsulfonyl) propanamido)-5-oxohexanoate